6-[2-methyl-1-(trifluoromethyl)imidazol-4-yl]-N-(1-methylindazol-7-yl)pyridine-3-sulfonamide CC=1N(C=C(N1)C1=CC=C(C=N1)S(=O)(=O)NC=1C=CC=C2C=NN(C12)C)C(F)(F)F